FC(C1=C(C=C(C=C1)[C@H]1C[C@H](C1)OC1=NC=C(N=C1)C1=CC(=NO1)OCOC)F)F 2-({cis-3-[4-(difluoromethyl)-3-fluorophenyl]cyclobutyl}oxy)-5-[3-(methoxymethoxy)isoxazol-5-yl]pyrazine